(4R)-1-{5-[(2,6-dichlorophenyl)methoxy]pyridin-2-yl}-4-(hydroxymethyl)imidazolin-2-one ClC1=C(C(=CC=C1)Cl)COC=1C=CC(=NC1)N1C(N[C@H](C1)CO)=O